5-chloro-6-(1-methylpiperidin-4-yl)-1H-benzo[d]imidazole ClC1=CC2=C(NC=N2)C=C1C1CCN(CC1)C